2-(bromomethyl)-5-fluoro-1,3-xylene BrCC1=C(C=C(C=C1C)F)C